The molecule is an epoxy hydroxyeicosapentaenoate anion arising from deprotonation of the carboxylic acid function of 5(S),6(S)-epoxy-18(R)-hydroxy-(7E,9E,11Z,14Z,16E)-eicosapentaenoic acid; major species at pH 7.3. It is a hydroxy polyunsaturated fatty acid anion, an icosanoid anion, a long-chain fatty acid anion and a 5(S),6(S)-epoxy-18-hydroxy-(7E,9E,11Z,14Z,16E)-icosapentaenoate. It is a conjugate base of a 5(S),6(S)-epoxy-18(R)-hydroxy-(7E,9E,11Z,14Z,16E)-icosapentaenoic acid. CC[C@H](/C=C/C=C\\C/C=C\\C=C\\C=C\\[C@H]1[C@@H](O1)CCCC(=O)[O-])O